N-(2-pyridinylmethyl)-N'-(2-quinolinylmethyl)-N'-(5,6,7,8-tetrahydro-8-quinolinyl)-1,4-benzenedimethanamine N1=C(C=CC=C1)CNCC1=CC=C(C=C1)CN(C1CCCC=2C=CC=NC12)CC1=NC2=CC=CC=C2C=C1